COC(C(CCC)[C@@H]1C([C@H](C[C@@H]1O)N1C=2N=C(NC(C2N=C1)=O)N)=C)=O ((1R,3S,5S)-3-(2-amino-6-oxo-1H-purin-9(6H)-yl)-5-hydroxy-2-methylenecyclopentyl)pentanoic acid methyl ester